BrCCOC1=CC(=C2CN(C(C2=C1)=O)C1CC(C1)(C)O)C(F)(F)F 6-(2-bromoethoxy)-2-[(cis)-3-hydroxy-3-methylcyclobutyl]-4-(trifluoromethyl)-3H-isoindol-1-one